NC1=NN2C(C=C(C=C2)C=2C(=C(OCCC(C(C)(O)C3=CC(=CC=C3)F)(F)F)C(=CC2)F)F)=N1 5-(3-(2-amino-[1,2,4]triazolo[1,5-a]pyridin-7-yl)-2,6-difluorophenoxy)-3,3-difluoro-2-(3-fluorophenyl)pentan-2-ol